BrC1=CC(=C(C=C1F)N1C(C=CC2=CC(=CC=C12)S(=O)(=O)N(C=1OC=CN1)CC1=CC=C(C=C1)OC)=O)OC 1-(4-bromo-5-fluoro-2-methoxyphenyl)-N-(4-methoxybenzyl)-N-(oxazol-2-yl)-2-oxo-1,2-dihydroquinoline-6-sulfonamide